2-(2,3-dihydrobenzo[b][1,4]dioxin-6-yl)-6-(4-(3-(2-hydroxyethyl)pyrrolidin-1-yl)piperidin-1-yl)benzonitrile O1C2=C(OCC1)C=C(C=C2)C2=C(C#N)C(=CC=C2)N2CCC(CC2)N2CC(CC2)CCO